CC1(C(CCCC1)CN1C(N(N=C1CC1=C(C=CC=C1)C(F)(F)F)C)=O)C 4-((2,2-dimethylcyclohexyl)methyl)-2-methyl-5-(2-(trifluoromethyl)benzyl)-2,4-dihydro-3H-1,2,4-triazol-3-one